pyrrolo[2,3-b]Pyridine-6(1H)-carboxylic acid tert-butyl ester C(C)(C)(C)OC(=O)C1=CC=C2C(=N1)NC=C2